CC(C)C1=CN=C(S1)C=1C=C(C(=O)N)C=C(C1)OC[C@@H]1OCCC1 3-[5-(propan-2-yl)-1,3-thiazol-2-yl]-5-[(2R)-tetrahydrofur-2-ylmethoxy]benzamide